BrC=1C=C2C(=NC1)C1=C(N2C(C2CCOCC2)C2=NC=CC=C2F)C(=NN1C)C(=O)OC methyl 6-bromo-4-((3-fluoropyridin-2-yl) (tetrahydro-2H-pyran-4-yl) methyl)-1-methyl-1,4-dihydropyrazolo[3',4':4,5]pyrrolo[3,2-b]pyridine-3-carboxylate